1-isopentyl-4-[(4-methoxyphenyl)methyl]piperazine C(CC(C)C)N1CCN(CC1)CC1=CC=C(C=C1)OC